CC1=NC(=CC=C1)C1=CC=CC=C1 2-methyl-6-phenylpyridine